[N-]=C=O.[N-]=C=O.C1(=CC=CC=C1)[SiH2]C1=CC=CC=C1 diphenyl-Silane diisocyanate